benzyl N-methyl-N-[2-[(1-methylpyrazol-4-yl)-sulfamoyl-amino]ethyl]carbamate CN(C(OCC1=CC=CC=C1)=O)CCN(S(N)(=O)=O)C=1C=NN(C1)C